(5S,8S)-5-fluoro-8-hydroxy-N-((1S,2R)-2-phenylcyclopropyl)-5,6,7,8-tetrahydroquinoline-5-carboxamide F[C@@]1(C=2C=CC=NC2[C@H](CC1)O)C(=O)N[C@@H]1[C@H](C1)C1=CC=CC=C1